BrC1=CC2=C(CCC=3C(=NN(C23)CC(C)C)C(=O)OCC)C=C1OC ethyl 8-bromo-1-isobutyl-7-methoxy-4,5-dihydrobenzo[g]indazole-3-carboxylate